Pyrrolo[3,4-c]pyrazole-3-carboxaldehyde N1=NC(=C2C1=CN=C2)C=O